2,4,6-tris(p-carboxyphenyl)amino-1,3,5-triazine C(=O)(O)C1=CC=C(C=C1)NC1=NC(=NC(=N1)NC1=CC=C(C=C1)C(=O)O)NC1=CC=C(C=C1)C(=O)O